BrC1=CC=C(C=C1)C[C@@]1(C2C(C(S1C)N2)C2=CC(=CC(=C2)Cl)Cl)C (5R)-5-[(4-Bromophenyl)methyl]-3-(3,5-dichlorophenyl)-1,5-dimethyl-2,4-iminothiolidine